2,4-dichloro-6-isopropoxy-pyrimidine ClC1=NC(=CC(=N1)Cl)OC(C)C